caffeyl pyruvate C(C(=O)C)(=O)OC\C=C\C1=CC(O)=C(O)C=C1